1-(5-methyl-2-((4-morpholinophenyl)amino)pyrimidin-4-yl)-N-(1-(3-chlorophenyl)-2-hydroxyethyl)-1H-pyrrole-3-carboxamide CC=1C(=NC(=NC1)NC1=CC=C(C=C1)N1CCOCC1)N1C=C(C=C1)C(=O)NC(CO)C1=CC(=CC=C1)Cl